3,5-Diphenyl-1-(pyrazole-1-ylmethyl)pyrazole C1(=CC=CC=C1)C1=NN(C(=C1)C1=CC=CC=C1)CN1N=CC=C1